(S)-4-(4-((1-cyclopropyl-3-(tetrahydro-2H-pyran-4-yl)-1H-pyrazol-4-yl)oxy)-1H-pyrrolo[2,3-b]pyridin-2-yl)butan-2-ol C1(CC1)N1N=C(C(=C1)OC1=C2C(=NC=C1)NC(=C2)CC[C@H](C)O)C2CCOCC2